C(C)(C)C1=NN=C2N1N=C(C=C2NCC2=CC=C(C=C2)C2=NC=CC=C2)N[C@H](CO)CC (2S)-2-[[3-isopropyl-8-[[4-(2-pyridyl)phenyl]methylamino]-[1,2,4]triazolo[4,3-b]pyridazin-6-yl]amino]butan-1-ol